4-Fluoro-3-((7-oxo-5-oxa-2-azaspiro[3.4]octan-2-yl)sulfonyl)benzonitrile FC1=C(C=C(C#N)C=C1)S(=O)(=O)N1CC2(C1)OCC(C2)=O